S(=O)(=O)(O)O.CC1=CC=C(CC2=NNC(=C2N)N)C=C1 4-methylbenzyl-4,5-diaminopyrazole sulfate